C(#N)C=1C(N(C2=CC(=CC=C2C1N1CCC(CC1)C=1OC2=C(N1)C=C(C=C2)C)OCC(=O)O)C)=O ({3-Cyano-1-methyl-4-[4-(5-methyl-1,3-benzooxazol-2-yl)piperidin-1-yl]-2-oxo-1,2-dihydroquinolin-7-yl}oxy)acetic acid